1-methyl-1,2,3,4-tetrahydroisoquinoline hydrochloride Cl.CC1NCCC2=CC=CC=C12